C(CC)C1(CCCCC1)C(=O)O trans-propylcyclohexane-carboxylic acid